FC=1C=C2C=C(C=NC2=CC1F)N 6,7-difluoroquinolin-3-amine